tert-Butyl 4-{[4-amino-6-chloro-5-(7-methoxy-5-methyl-1-benzothiophen-2-yl)pyrrolo[2,1-f][1,2,4]-triazin-7-yl]methyl}piperazine-1-carboxylate NC1=NC=NN2C1=C(C(=C2CN2CCN(CC2)C(=O)OC(C)(C)C)Cl)C=2SC1=C(C2)C=C(C=C1OC)C